ethyl 2-(2-((7-bromo-3-(trifluoromethyl)benzofuran-5-yl)methoxy)-4-cyanophenyl)acetate BrC1=CC(=CC=2C(=COC21)C(F)(F)F)COC2=C(C=CC(=C2)C#N)CC(=O)OCC